N-[(1R,3S)-3-[7-(1-methyl-5,6-dihydro-4H-pyrimidin-2-yl)-[1,2,4]triazolo[4,3-a]pyridin-3-yl]cyclohexyl]-4-(oxetan-3-yloxy)-5-(trifluoromethyl)pyrimidin-2-amine CN1C(=NCCC1)C1=CC=2N(C=C1)C(=NN2)[C@@H]2C[C@@H](CCC2)NC2=NC=C(C(=N2)OC2COC2)C(F)(F)F